1-(Oxan-2-yl)-4-(4,4,5,5-tetramethyl-1,3,2-dioxaborolan-2-yl)-1H-pyrazole O1C(CCCC1)N1N=CC(=C1)B1OC(C(O1)(C)C)(C)C